N-ethyl-6-fluoro-3-(2-methoxypyrimidin-5-yl)-9H-pyrido[2,3-b]indol-8-amine C(C)NC=1C=C(C=C2C3=C(NC12)N=CC(=C3)C=3C=NC(=NC3)OC)F